C(C1=CC=CC=C1)NC(CC1=NC=C(C=C1)C1=C(C=C(C=C1)OCCN1C[C@@H]2[C@H](C1)COC2)C)=O N-benzyl-2-(5-(2-methyl-4-(2-((3aR,6aS)-tetrahydro-1H-furo[3,4-c]pyrrole-5(3H)-yl)ethoxy)phenyl)pyridin-2-yl)acetamide